C1=C(C=CC2=CC=CC=C12)NCC(C(=O)O)N 3-(naphthalen-2-ylamino)-2-amino-propionic acid